NC1=C(C(=C(C=C1)C(=O)O)C(=O)O)C(=O)O amino-1,2,3-benzenetricarboxylic acid